NC(C(=O)O)(CCO)P(=O)C L-2-amino-4-(hydroxy)(methyl)phosphinyl-butyric acid